stigmasta-1,4-dien-3-one CC[C@H](CC[C@@H](C)[C@H]1CC[C@H]2[C@@H]3CCC4=CC(C=C[C@]4(C)[C@H]3CC[C@]12C)=O)C(C)C